C1(CCC1)OC1=NN(C2=NC(=NC=C21)C=2C(=NC=NC2OC)C2CC2)CC2=CC=C(C=C2)C=2N(C=C(N2)C(F)(F)F)CC 3-cyclobutoxy-6-(4-cyclopropyl-6-methoxypyrimidin-5-yl)-1-(4-(1-ethyl-4-(trifluoromethyl)-1H-imidazol-2-yl)benzyl)-1H-pyrazolo[3,4-d]pyrimidine